5,11-dioxo-6,12-bis(isobutyloxycarbonyloxy)naphthacene O=C1C=2C=CC=CC2C(=C2C(C3=CC=CC=C3C(=C12)OC(=O)OCC(C)C)=O)OC(=O)OCC(C)C